((1r,4r)-4-(methoxymethyl)cyclohexyl)-3-oxopropanoic acid ethyl ester C(C)OC(C(C=O)C1CCC(CC1)COC)=O